[1-(3-pyridylmethyl)-4-piperidinyl]methylamine N1=CC(=CC=C1)CN1CCC(CC1)CN